CN(C(=O)C1=CC2=C(N=CN=C2)N1)C N,N-dimethyl-7H-pyrrolo-[2,3-d]-pyrimidine-6-carboxamide